CC1=C(C=NN1)C1=CNC2=NC=CC(=C21)N2C[C@H](CCC2)N (3S)-1-[3-(5-methyl-1H-pyrazol-4-yl)-1H-pyrrolo[2,3-b]pyridin-4-yl]piperidin-3-amine